Cl\C=C(\C(F)F)/F (Z)-1-Chloro-2,3,3-trifluoro-1-propen